3-[4-(4,4-dimethylcyclohex-1-en-1-yl) phenyl]Benzyl propionate C(CC)(=O)OCC1=CC(=CC=C1)C1=CC=C(C=C1)C1=CCC(CC1)(C)C